3-benzyl-1-(5-(2-methoxypyrimidin-5-yl)pyrazin-2-yl)-1-(trans-4-((4-((oxetan-3-yl)oxy)-5-(trifluoromethyl)pyridin-2-yl)amino)cyclohexyl)urea C(C1=CC=CC=C1)NC(N([C@@H]1CC[C@H](CC1)NC1=NC=C(C(=C1)OC1COC1)C(F)(F)F)C1=NC=C(N=C1)C=1C=NC(=NC1)OC)=O